(S)-3-(2-Fluoro-phenyl)-N-[1-(3-pyrimidin-5-yl-phenyl)ethyl]acrylamide FC1=C(C=CC=C1)C=CC(=O)N[C@@H](C)C1=CC(=CC=C1)C=1C=NC=NC1